FC(C1=NN=C(O1)C1=CC(=C(C(=C1)F)CN1N=C(N=N1)C=1C=C2C=NC(=NC2=CC1)N)F)F 6-[2-[[4-[5-(difluoromethyl)-1,3,4-oxadiazol-2-yl]-2,6-difluorophenyl]methyl]tetrazol-5-yl]quinazolin-2-amine